C(#N)C1=C(C=C(C=C1)N1N=C(C=C1)CNC(C1=CC=C(C=C1)F)=O)C(F)(F)F N-((1-(4-cyano-3-trifluoromethylphenyl)-1H-pyrazol-3-yl)methyl)-4-fluorobenzamide